chloro-3-hydroxy-2'-methoxy-2-naphthalanilide ClC1=C(C(=CC2=CC=CC=C12)O)C(=O)NC1=C(C=CC=C1)OC